C(CS)(=O)OCC12C3CCCC3C(CC1)C2 tricyclo[5.2.1.02,6]decylmethyl thioglycolate